tert-Butyl (1S,3S)-3-((6-(5-(hydroxymethyl)-1-methyl-1H-1,2,3-triazol-4-yl)-2-methylpyridin-3-yl)oxy)cyclohexane-1-carboxylate OCC1=C(N=NN1C)C1=CC=C(C(=N1)C)O[C@@H]1C[C@H](CCC1)C(=O)OC(C)(C)C